5-Chloro-1-methyl-3-(6-(trifluoromethyl)pyridin-2-yl)-1H-pyrazole-4-carbaldehyde ClC1=C(C(=NN1C)C1=NC(=CC=C1)C(F)(F)F)C=O